ON1C(CCC1)=O e-hydroxypyrrolidin-2-one